O=C1N(CCC(C1)C(=O)N1CCC(CC1)C1=NC=2NCCCC2C=C1)CC(=O)O 2-(2-oxo-4-(4-(5,6,7,8-tetrahydro-1,8-naphthyridin-2-yl)piperidin-1-carbonyl)piperidin-1-yl)acetic acid